C(C1=CC=CC=C1)OC(=O)N1C[C@H](C(CCC1)=C)NC(=O)OCC1=CC=CC=C1 (S)-3-(((benzyloxy)carbonyl)amino)-4-methyleneazepane-1-carboxylic acid benzyl ester